C(CCC(=O)OCC1(C(=C(C(=C1C)C)C)C)C)(=O)ON1C(CCC1=O)=O 2,5-Dioxopyrrolidin-1-yl (1,2,3,4,5-pentamethylcyclopenta-2,4-dienyl)methyl succinate